penta-erythritol tetrakis(β-dodecylmercapto)propionate CC(CCCCCCCCCC)SC(C(C(=O)O)(SC(C)CCCCCCCCCC)SC(C)CCCCCCCCCC)SC(C)CCCCCCCCCC.C([C@H](O)[C@H](O)CO)O.C([C@H](O)[C@H](O)CO)O.C([C@H](O)[C@H](O)CO)O.C([C@H](O)[C@H](O)CO)O.C([C@H](O)[C@H](O)CO)O